formamide manganese nitrate [N+](=O)([O-])[O-].[Mn+2].C(=O)N.[N+](=O)([O-])[O-]